2-Methoxyethyl (5-benzyloxy-3,4,6-trimethylpyridin-2-yl)carbamate C(C1=CC=CC=C1)OC=1C(=C(C(=NC1C)NC(OCCOC)=O)C)C